tert-butyl (((1R,3S)-3-((2-(2,6-dioxopiperidin-3-yl)-1-oxoisoindolin-4-yl)(pentyl)amino)cyclohexyl)methyl)carbamate O=C1NC(CCC1N1C(C2=CC=CC(=C2C1)N([C@@H]1C[C@@H](CCC1)CNC(OC(C)(C)C)=O)CCCCC)=O)=O